tert-butyl (S)-3-(4-(methoxycarbonyl)-2-(piperidin-4-yl)phenoxy)pyrrolidine-1-carboxylate COC(=O)C1=CC(=C(O[C@@H]2CN(CC2)C(=O)OC(C)(C)C)C=C1)C1CCNCC1